FC1(CN(C[C@@H](C1)C=1C=NC(=CC1)OC)[C@H](C(=O)NC=1SC2=C(N1)C=C1C(=C2)OC(O1)(F)F)C)F (S)-2-((S)-3,3-difluoro-5-(6-methoxypyridin-3-yl)piperidin-1-yl)-N-(2,2-difluoro-[1,3]dioxolo[4',5':4,5]benzo[1,2-d]thiazol-6-yl)propanamide